FC(C(=O)O)(F)F.C[C@H]1COC2=C(CN1)C=CC(=C2)C(=O)OC methyl (S)-3-methyl-2,3,4,5-tetrahydrobenzo[f][1,4]oxazepine-8-carboxylate 2,2,2-trifluoroacetate